(2S)-2-amino-N-[3-chloro-2-(2,6-difluorobenzoyl)-4-iodo-phenyl]propanamide N[C@H](C(=O)NC1=C(C(=C(C=C1)I)Cl)C(C1=C(C=CC=C1F)F)=O)C